2,3-dimethylpent-2-enedioic acid CC(C(=O)O)=C(CC(=O)O)C